C(C)(C)(C)OC(=O)N1C[C@@H]([C@H](C1)CO)N.FC(C1=C2C=CC(=NC2=CC=C1)C(F)(F)F)(F)F 5-trifluoromethyl-2-(trifluoromethyl)quinoline tert-butyl-(3R,4S)-3-amino-4-(hydroxymethyl)pyrrolidine-1-carboxylate